ammonium acrylic acid dimethyltaurate NC(C)(C)CS(=O)(=O)[O-].C(C=C)(=O)O.[NH4+]